C(C)(=O)N[C@@H](CSSCC=1OC=CC1)C(=O)O N-acetyl-S-((furan-2-ylmethyl)thio)-L-cysteine